(Z)-4-Methyl-N'-(2-nitro-5-(2-(pyridin-3-yl)ethoxy)benzylidene)benzenesulfonohydrazide CC1=CC=C(C=C1)S(=O)(=O)N\N=C/C1=C(C=CC(=C1)OCCC=1C=NC=CC1)[N+](=O)[O-]